4-(3-bromo-4-nitro-phenyl)-morpholine BrC=1C=C(C=CC1[N+](=O)[O-])N1CCOCC1